Methyl 4-(1-(tert-butoxycarbonyl) piperidin-4-yl)-1-methyl-2,3-diketo-1,2,3,4-tetrahydropyrido[2,3-b]pyrazine-7-carboxylate C(C)(C)(C)OC(=O)N1CCC(CC1)N1C2=C(N(C(C1=O)=O)C)C=C(C=N2)C(=O)OC